1,1-bis(4-hydroxy-3-methylphenyl)cyclopentane OC1=C(C=C(C=C1)C1(CCCC1)C1=CC(=C(C=C1)O)C)C